ClC=1C=NN(C(C1Cl)=O)[C@H](C(=O)NC1=CC(=C(C=C1)C)S(NCCC1=CC=C(C=C1)S(=O)(=O)C)(=O)=O)C (2S)-2-(4,5-dichloro-6-oxo-pyridazin-1-yl)-N-[4-methyl-3-[2-(4-methylsulfonylphenyl)ethylsulfamoyl]phenyl]propanamide